CNC1=CC(=NC=2N1N=CC2C(=O)N[C@H]2C(N(CC2)C)=O)NC=2C(N(C=CC2)C2=NC=C(C=C2)C)=O 7-(Methylamino)-N-[(3R)-1-methyl-2-oxo-pyrrolidin-3-yl]-5-[[1-(5-methyl-2-pyridinyl)-2-oxo-3-pyridinyl]amino]pyrazolo[1,5-a]pyrimidine-3-carboxamide